1-(6-methyl-4-(trifluoromethyl)pyridin-2-yl)-1,3a,4,5,10,11a-hexahydro-2H-benzo[b]pyrrolo[2,3-f][1,4]diazocine-2,11(3H)-dione CC1=CC(=CC(=N1)N1C(CC2C1C(NC1=C(NC2)C=CC=C1)=O)=O)C(F)(F)F